1-(3-chloro-2-pyridinyl)-3-(2,2,2-trifluoroethoxy)-1H-pyrazole-5-carboxylic acid ClC=1C(=NC=CC1)N1N=C(C=C1C(=O)O)OCC(F)(F)F